N-(1-(Ethylsulfonyl)piperidin-4-yl)-5-fluoro-4-(6-phenylimidazo[1,2-a]pyridin-3-yl)pyrimidin-2-amin C(C)S(=O)(=O)N1CCC(CC1)NC1=NC=C(C(=N1)C1=CN=C2N1C=C(C=C2)C2=CC=CC=C2)F